6-fluoro-N-(3-methyl-4-((1-methyl-1H-benzo[d]imidazol-5-yl)methyl)phenyl)pyrido[3,4-d]pyrimidin-4-amine FC1=CC2=C(N=CN=C2NC2=CC(=C(C=C2)CC2=CC3=C(N(C=N3)C)C=C2)C)C=N1